FC1=C(C=C(C(=C1)C(F)(F)F)F)[C@@H](NC(=O)[C@@H]1N([C@@H]2C[C@@H]2C1)C(C1=CC(=NC=C1)C(F)(F)F)=O)C1CNC(C1)=O (1R,3R,5R)-N-((S)-(2,5-difluoro-4-(trifluoromethyl)phenyl)(5-oxopyrrolidin-3-yl)methyl)-2-(2-(trifluoromethyl)isonicotinoyl)-2-azabicyclo[3.1.0]hexane-3-carboxamide